[1,3]oxazine-5-imine O1CN=CC(C1)=N